C(C1=CC=CC=C1)OC(=O)N[C@@H](C(=O)OCI)C(C)C iodomethyl (R)-2-(((benzyloxy) carbonyl) amino)-3-methylbutyrate